CC1=NC=2C(=NC(=CC2)C2=CC=NC=C2)N1C1=CC2=C(NC(=N2)C(F)(F)F)C=C1 2-methyl-5-(pyridin-4-yl)-3-(2-(trifluoromethyl)-1H-benzo[d]imidazol-5-yl)-3H-imidazo[4,5-b]pyridine